NCC1=CC=C(C=C1)NC(=O)C1=CC2=C(N(CCC3=C2SC=C3)C)C=C1C=1C(=NC(=CC1)C(NCCC)=O)C(=O)OC methyl 3-(9-((4-(aminomethyl)phenyl)carbamoyl)-6-methyl-5,6-dihydro-4H-benzo[b]thieno[2,3-d]azepin-8-yl)-6-(propylcarbamoyl)picolinate